(S)-N-(3-(1-((4H-1,2,4-triazol-3-yl)thio)ethyl)phenyl)isoquinoline-3-carboxamide N=1N=C(NC1)S[C@@H](C)C=1C=C(C=CC1)NC(=O)C=1N=CC2=CC=CC=C2C1